ClC=1C=C2CCN(CC2=CC1)NC(=O)C1=NC(=CN=C1)C1=CC=C(C=C1)Cl N-(6-chloro-3,4-dihydroisoquinolin-2(1H)-yl)-6-(4-chlorophenyl)pyrazine-2-carboxamide